NC1=C2C(=NC=N1)N(N=C2C2=CC(=C(C=C2)OC(C)C)F)[C@H](C)C=2OC1=CC=CC(=C1C(C2C2=CC=CC=C2)=O)F (R)-2-(1-(4-amino-3-(3-fluoro-4-isopropoxyphenyl)-1H-pyrazolo[3,4-d]pyrimidin-1-yl)ethyl)-5-fluoro-3-phenyl-4H-chromen-4-one